tert-butyl 4-(4-chloro-7,7-dimethyl-5-oxo-5,7-dihydroindolo[1,2-a]quinazolin-10-yl)-[1,4'-bipiperidine]-1'-carboxylate ClC=1C=2C(N=C3N(C2C=CC1)C1=CC(=CC=C1C3(C)C)C3CCN(CC3)C3CCN(CC3)C(=O)OC(C)(C)C)=O